[SiH3][SiH2][SiH2][SiH2][SiH3] Pentasilan